C1(=CC=CC=C1)N1C(=NC2=C1C=CC=C2)C2=CC=CC=C2C#N 6-(1-phenyl-1H-benzo[d]imidazol-2-yl)benzonitrile